2-[[5,6-bis(p-tolyl)-1,2,4-triazin-3-yl]sulfanyl]-N-cyclopropyl-acetamide C1(=CC=C(C=C1)C=1N=C(N=NC1C1=CC=C(C=C1)C)SCC(=O)NC1CC1)C